CNC(=O)[C@H]1C=2C=CN(C2CCC1)C1=CC=CC=C1 (R)-N-methyl-1-phenyl-4,5,6,7-tetrahydro-1H-indole-4-carboxamide